C(CCCCCCCCCC)(=O)OCCCCC(CN(CCCCNC)CC(CCCCCOC(C(CCCCCCCC)CCCCCCCC)=O)O[Si](C)(C)C(C)(C)C)O[Si](C)(C)C(C)(C)C 5-((tert-butyldimethylsilyl)oxy)-6-((2-((tert-butyldimethylsilyl)oxy)-7-((2-octyldecanoyl)oxy)heptyl)(4-(methylamino)butyl)amino)hexyl undecanoate